5-(3-butyryl-2,4,6-trimethylphenyl)-2-(1-ethoxyiminopropyl)-3-hydroxycyclohex-2-en-1-one C(CCC)(=O)C=1C(=C(C(=CC1C)C)C1CC(=C(C(C1)=O)C(CC)=NOCC)O)C